butyl 4-(2-(4-(((benzyloxy)carbonyl)amino)piperidin-1-yl)-2-oxoethyl)piperidine-1-carboxylate C(C1=CC=CC=C1)OC(=O)NC1CCN(CC1)C(CC1CCN(CC1)C(=O)OCCCC)=O